2-methyl-2-phenylpropanal CC(C=O)(C)C1=CC=CC=C1